(S)-1-(1-(7,8-difluoro-1-oxo-1,2-dihydroisoquinolin-4-yl)ethyl)-3-(3-(difluoromethyl)-4-fluorophenyl)-1-methylurea FC1=CC=C2C(=CNC(C2=C1F)=O)[C@H](C)N(C(=O)NC1=CC(=C(C=C1)F)C(F)F)C